2,4-dichloro-6-fluoropyrido[2,3-d]pyrimidine ClC=1N=C(C2=C(N1)N=CC(=C2)F)Cl